The molecule is an L-tyrosine derivative in which the tyrosine skeleton is substituted with a methoxy group at C-3 of the phenyl ring and with a methyl group at the alpha carbon. It can also be regarded as a 3-O-methyl,alpha-methyl derivative of L-dopa. It derives from an alpha-methyl-L-dopa. C[C@](CC1=CC(=C(C=C1)O)OC)(C(=O)O)N